5-((5-(4-(trifluoromethyl)phenyl)oxazol-2-yl)amino)pyridineformylhydrazine FC(C1=CC=C(C=C1)C1=CN=C(O1)NC=1C=CC(=NC1)C(=O)NN)(F)F